CN(C1=NC(=NC(=C1)C)NC=1C=C(C2=C(CCO2)C1)C=1CCCN(CC1)C)C N4,N4,6-trimethyl-N2-[7-(1-methyl-2,3,4,7-tetrahydroazepin-5-yl)-2,3-dihydrobenzofuran-5-yl]pyrimidine-2,4-diamine